N-(2-Chloro-6-fluorophenyl)-5-fluoro-4-(3-((R*)-1-hydroxyethyl)-4-methyl-1H-pyrazol-1-yl)-2-(((S)-1,1,1-trifluoropropan-2-yl)oxy)benzamide ClC1=C(C(=CC=C1)F)NC(C1=C(C=C(C(=C1)F)N1N=C(C(=C1)C)[C@@H](C)O)O[C@H](C(F)(F)F)C)=O |o1:23|